2-chloro-N,N-bis(4-methoxybenzyl)-6-methylfuro[2,3-b]pyrazin-3-amine ClC=1N=C2C(=NC1N(CC1=CC=C(C=C1)OC)CC1=CC=C(C=C1)OC)OC(=C2)C